(2r,5s)-2,5-diethyl-piperazine-1-carboxylic acid tert-butyl ester C(C)(C)(C)OC(=O)N1[C@@H](CN[C@H](C1)CC)CC